4-hydroxybenzoic acid N-(4-hydroxy-3-methoxybenzyl) amide OC1=C(C=C(CNC(C2=CC=C(C=C2)O)=O)C=C1)OC